(R or S)-3-((3-(ethoxy-methyl)-3-(4-fluoro-phenethyl)pyrrolidin-1-yl)methyl)isonicotinonitrile C(C)OC[C@]1(CN(CC1)CC1=C(C#N)C=CN=C1)CCC1=CC=C(C=C1)F |o1:4|